2-(1,3-benzodioxan-5-ylamino)ethanol hydrochloride Cl.O1COCC2=C1C=CC=C2NCCO